2-ethyl-6,6-dimethyl-2-cyclohexanecarboxylic acid ethyl ester C(C)OC(=O)C1(CC(CCC1)(C)C)CC